C1(C=CC=C1)[Sn+] cyclopentadienyl-tin(II)